OCC([C@H]([C@@H]([C@@H](CO)O)O)O)=O (3S,4R,5R)-1,3,4,5,6-pentahydroxy-hexan-2-one